(1-(4-amino-2-fluorophenyl)pyrrolidin-3-yl)methanol NC1=CC(=C(C=C1)N1CC(CC1)CO)F